C(C1=CC(OC)=C(O)C(OC)=C1)CC=O syringylacetaldehyde